2-((3,4-dimethylphenyl)thio)-3-phenylpropionaldehyde CC=1C=C(C=CC1C)SC(C=O)CC1=CC=CC=C1